N-(tert-butoxycarbonyl)aminoacetic acid C(C)(C)(C)OC(=O)NCC(=O)O